propyl 2,4-decadienoate C(C=CC=CCCCCC)(=O)OCCC